COCC1=CC=C(N1)C=O 5-(methoxymethyl)-1H-pyrrole-2-carbaldehyde